tert-butyl 4-{[(6S)-6-{2-[(3,3-difluorocyclobutyl)amino]-4-(methoxycarbonyl)phenyl}-2,2-difluoro-7-azaspiro[3.5]nonan-7-yl]methyl}-5-methoxy-7-methylindole-1-carboxylate FC1(CC(C1)NC1=C(C=CC(=C1)C(=O)OC)[C@@H]1CC2(CC(C2)(F)F)CCN1CC1=C2C=CN(C2=C(C=C1OC)C)C(=O)OC(C)(C)C)F